CC(C)(C)OC(=O)N1C2CC(C(C1)C2)=O 1,1-dimethylethyl-5-oxo-2-azabicyclo[2.2.1]heptane-2-carboxylate